C(C(CC(C)=O)=O)[Fe](CC(CC(C)=O)=O)CC(CC(C)=O)=O tris(2,4-pentanedionyl)iron